FC(C(C(F)(F)F)(C1=CC=C(C(=O)O)C=C1)C1=CC=C(C(=O)O)C=C1)(F)F 4,4'-(Hexafluoroisopropylidene)bis(benzoic acid)